OC1CN(CC1)C=1C=C(C=CC1)C1C(NC(CC1)=O)=O 3-(3-(3-hydroxypyrrolidin-1-yl)phenyl)piperidine-2,6-dione